FC(C1=NC(=NO1)C=1C=NC(=NC1)CN1C(C=CC2=CC=CC=C12)=O)(F)F 1-({5-[5-(trifluoromethyl)-1,2,4-oxadiazol-3-yl]pyrimidin-2-yl}methyl)quinolin-2(1H)-one